L-valine, methyl ester N[C@@H](C(C)C)C(=O)OC